N-(2-amino-5-(4-(4-bromophenyl)piperazin-1-yl)phenyl)-3,3-dimethylbutanamide NC1=C(C=C(C=C1)N1CCN(CC1)C1=CC=C(C=C1)Br)NC(CC(C)(C)C)=O